tert-butyl (2-((5-((tert-butoxycarbonyl)amino)pentan-2-yl)oxy)pyridin-4-yl)(1-(tert-butyl)-3-((1S,3R)-3-(((4-nitrophenoxy)carbonyl)oxy)cyclopentyl)-1H-pyrazol-5-yl)carbamate C(C)(C)(C)OC(=O)NCCCC(C)OC1=NC=CC(=C1)N(C(OC(C)(C)C)=O)C1=CC(=NN1C(C)(C)C)[C@@H]1C[C@@H](CC1)OC(=O)OC1=CC=C(C=C1)[N+](=O)[O-]